C(CCC)C1N(CCCNC1)S(=O)(=O)C1=C2C=CN=C(C2=CC=C1)O 5-((2-butyl-1,4-diazepan-1-yl)sulfonyl)isoquinolin-1-ol